C[Si](OC(=CC)C1=CC=CC=C1)(C)C trimethyl-((1-phenylprop-1-en-1-yl)oxy)silane